ClC1=CC2=C(CCO2)C=C1NC1=NC=C2N(C(N(C2=N1)C1COC(CC1)CO)=O)C 2-((6-chloro-2,3-dihydrobenzofuran-5-yl)amino)-9-(6-(hydroxymethyl)tetrahydro-2H-pyran-3-yl)-7-methyl-7,9-dihydro-8H-purin-8-one